2-(((benzyloxy)carbonyl)amino)-3-(7-(2-ethylphenyl)thieno[3,2-b]pyridine-2-carboxamido)propanoate C(C1=CC=CC=C1)OC(=O)NC(C(=O)[O-])CNC(=O)C1=CC2=NC=CC(=C2S1)C1=C(C=CC=C1)CC